ClC1=C(C2=C(S1)[C@@]1(C[C@@H](N(CC1)C(=O)OC(C)(C)C)C)OCC2O)I tert-butyl (2'S,7R)-2-chloro-4-hydroxy-3-iodo-2'-methyl-spiro[4,5-dihydrothieno[2,3-c]pyran-7,4'-piperidine]-1'-carboxylate